N-[2-(5-Methylthiomethoxy-1H-indol-3-yl)ethyl]acetamide CSCOC=1C=C2C(=CNC2=CC1)CCNC(C)=O